C(C)(=O)NC1=CN(C2=CC=C(C=C12)OCC1CC=2C(=NN(C2)CC(F)(F)F)C1)C(=O)OC(C)(C)C tert-Butyl 3-acetamido-5-{[2-(2,2,2-trifluoroethyl)-4H,5H,6H-cyclopenta[c]pyrazol-5-yl]methoxy}indole-1-carboxylate